Cl.BrC=1C=2C=C3N(C2C(=C(C1)Cl)Cl)CCNC3 9-bromo-6,7-dichloro-1,2,3,4-tetrahydropyrazino[1,2-a]indole hydrochloride